1-(2-(1H-pyrrolo[3,2-b]pyridin-3-yl)ethyl)-6,7-dimethoxy-2-((tetrahydro-2H-pyridinyl)(pyran-4-yl)methyl)-1,2,3,4-tetrahydroisoquinoline N1C=C(C2=NC=CC=C21)CCC2N(CCC1=CC(=C(C=C21)OC)OC)C(C2=CCOC=C2)N2CCCCC2